NC=1C=C(C=CC1)C1=C(C(C#N)=CC=C1)C#N 3-aminophenyl-phthalonitrile